O1CCC(CC1)NC=1C=C(C=2N(N1)C(=CN2)C#N)NC2=NC=C(C=C2)C(=O)N2CCCC2 6-[(oxan-4-yl)amino]-8-{[5-(pyrrolidine-1-carbonyl)pyridin-2-yl]amino}imidazo[1,2-b]pyridazine-3-carbonitrile